(S)-3-(2',4'-difluorobiphenyl-3-yl)-3-(3-(4-hydroxy-1-methyl-2-oxo-2,5,6,7-tetrahydro-1H-cyclopenta[b]pyridin-3-yl)ureido)propionic acid FC1=C(C=CC(=C1)F)C1=CC(=CC=C1)[C@H](CC(=O)O)NC(=O)NC1=C(C2=C(N(C1=O)C)CCC2)O